2,2-di-(4-aminophenyl)propane NC1=CC=C(C=C1)C(C)(C)C1=CC=C(C=C1)N